((S)-1-(4-(6-(Pyrazolo[1,5-a]pyridin-2-ylmethoxy)pyridin-2-yl)piperidin-1-yl)ethyl)-1H-benzo[d]Imidazole-6-carboxylic acid N1=C(C=C2N1C=CC=C2)COC2=CC=CC(=N2)C2CCN(CC2)[C@H](C)N2C=NC1=C2C=C(C=C1)C(=O)O